4-(2-oxo-6-{4-[4-(propan-2-yl)piperazin-1-yl]phenyl}-1,2-dihydroquinolin-3-yl)benzamide (octahydrocyclopenta[1,2-c]pyrrol-5-yloxy)ethyl-acetate C1NCC2C1CC(C2)OCCOC(C)=O.O=C2NC1=CC=C(C=C1C=C2C2=CC=C(C(=O)N)C=C2)C2=CC=C(C=C2)N2CCN(CC2)C(C)C